2-(4-methoxyphenyl)-2-(((6-oxo-1,6-dihydropyridin-3-yl)acetyl)amino)-N-(4-(trimethylsilyl)phenyl)acetamide COC1=CC=C(C=C1)C(C(=O)NC1=CC=C(C=C1)[Si](C)(C)C)NC(CC1=CNC(C=C1)=O)=O